2-chloroethyl ((S)-1-((2S,4R)-4-hydroxy-2-(((S)-1-(4-(4-methylthiazol-5-yl)phenyl)ethyl)carbamoyl)pyrrolidin-1-yl)-3,3-dimethyl-1-oxobutan-2-yl)carbamate O[C@@H]1C[C@H](N(C1)C([C@H](C(C)(C)C)NC(OCCCl)=O)=O)C(N[C@@H](C)C1=CC=C(C=C1)C1=C(N=CS1)C)=O